6-((3S,4S)-4-amino-3-methyl-2-oxa-8-azaspiro[4.5]dec-8-yl)-3-(2,3-dichloro-phenyl)-5-(2-hydroxyethyl)-2-methyl-3,4-dihydropyrimidin-4-one hydrochloride Cl.N[C@@H]1[C@@H](OCC12CCN(CC2)C2=C(C(N(C(=N2)C)C2=C(C(=CC=C2)Cl)Cl)=O)CCO)C